C(C)(C)(C)C1=CC=C(C=C1)N(C(=O)[C@@H]1N(CC[C@H]1F)C(=O)OC(C)(C)C)C(C(=O)NC1CCCCC1)C=1C=NC=CC1 (2S,3R)-tert-butyl 2-((4-(tert-butyl)phenyl)(2-(cyclohexylamino)-2-oxo-1-(pyridin-3-yl)ethyl)carbamoyl)-3-fluoropyrrolidine-1-carboxylate